4-(2,3-dihydrobenzo[b][1,4]dioxin-6-yl)-2-methyl-5-((5-nitrothiazol-2-yl)thio)-2,4-dihydro-3H-1,2,4-triazol-3-one O1C2=C(OCC1)C=C(C=C2)N2C(N(N=C2SC=2SC(=CN2)[N+](=O)[O-])C)=O